OC(CCCC=CC=CC=CC=CC(=O)O)CCCC(CCCCC)O 13,17-dihydroxy-docosatetraenoic acid